methyl 3-chloro-5-cyano-benzoate ClC=1C=C(C(=O)OC)C=C(C1)C#N